C(C)(C)OC=1C=C(OC2=C(C=CC=C2)C(C(=O)[O-])=COC)C=CC1 2-[2-(3-isopropyloxyphenoxy) phenyl]-3-methoxyacrylate